26-(2-hydroxy-3-methoxy-propylamino)-hexacosanoic acid 2,5-dioxa-pyrrolidin-1-yl ester N1(OCCO1)OC(CCCCCCCCCCCCCCCCCCCCCCCCCNCC(COC)O)=O